N[C@@H](CCO)CCCC (R)-3-aminoheptan-1-ol